C1(=CC=CC=C1)[C@@H](NC(OC(C)(C)C)=O)[C@@H]1CNC2=CC=CN=C2C1 tert-butyl N-[(S)-phenyl-[(3S)-1,2,3,4-tetrahydro-1,5-naphthyridin-3-yl]methyl]carbamate